C(C)N1C(NC2=C(C1=O)SC(=C2)CN2CCN(CC2)C=2C=CC(=NC2C)C(=O)O)=O 5-(4-((3-ethyl-2,4-dioxo-1,2,3,4-tetrahydrothieno[3,2-d]pyrimidin-6-yl)methyl)piperazin-1-yl)-6-methylpicolinic acid